tert-butyl (1-(tert-butyl)-5-fluoro-1H-pyrazol-4-yl)carbamate C(C)(C)(C)N1N=CC(=C1F)NC(OC(C)(C)C)=O